CC1=CC=C(C=N1)C=1OC=C(N1)C(=O)NC=1C=C2C(=NC1N1CCCCC1)N=C(S2)N2CCOCC2 2-(6-methylpyridin-3-yl)-N-(2-morpholino-5-(piperidin-1-yl)thiazolo[4,5-b]pyridin-6-yl)oxazole-4-carboxamide